ethyl 4-[4-(5-cyclopropylmethoxymethyl-thiophen-3-yl)-2,6-difluoro-phenoxy]-butyrate C1(CC1)COCC1=CC(=CS1)C1=CC(=C(OCCCC(=O)OCC)C(=C1)F)F